5-AMINOINDOLE-3-CARBOXALDEHYDE NC=1C=C2C(=CNC2=CC1)C=O